tert-butyl 4-(2-(4-chlorophenoxy)acetyl)piperazine-1-carboxylate ClC1=CC=C(OCC(=O)N2CCN(CC2)C(=O)OC(C)(C)C)C=C1